BrC1=C(C(=C(C=C1)CBr)C)F 1-bromo-4-(bromomethyl)-2-fluoro-3-methyl-benzene